C(#N)C1=CC(=C(COC2=CC=CC(=N2)C2=CC=C(C=3CCOC32)CC3=NC2=C(N3C[C@H]3OCC3)C=C(C=C2)C(=O)[O-])C=C1)F (S)-2-((7-(6-((4-cyano-2-fluorobenzyl) oxy) pyridin-2-yl)-2,3-dihydrobenzofuran-4-yl) methyl)-1-(oxetan-2-ylmethyl)-1H-benzo[d]imidazole-6-carboxylate